CN1C(N(C2=C1C=C(C=C2)C2CNCC2)N2C(CCCC2=O)=O)=O (3-methyl-2-oxo-5-(pyrrolidin-3-yl)-2,3-dihydro-1H-benzo[d]imidazol-1-yl)piperidine-2,6-dione